N-(3-chloro-5-(methylsulfonamido)phenyl)-5-(5-methoxypyrimidin-2-yl)-1-methyl-1H-pyrrole-3-carboxamide ClC=1C=C(C=C(C1)NS(=O)(=O)C)NC(=O)C1=CN(C(=C1)C1=NC=C(C=N1)OC)C